O=C(CC(=O)O)N[C@@H]1C[C@H]2N(C3=C(N(C2)C2=CC=C(C=C2)C(F)(F)F)C=CC=N3)C1 3-oxo-3-(((6aR,8R)-5-(4-(trifluoromethyl)phenyl)-5,6,6a,7,8,9-hexahydropyrido[3,2-e]pyrrolo[1,2-a]pyrazin-8-yl)amino)propanoic acid